C(#N)[C@H](C)NC(OC(C)(C)C)=O tert-butyl (S)-(1-cyanoethyl)carbamate